(r)-2-amino-N-((S)-1-(((S)-5-amino-1-(3-benzyl-1,2,4-oxadiazol-5-yl)pentyl)amino)-3-(4-hydroxy-2,6-xylyl)-1-oxopropan-2-yl)-5-guanidinopentanamide N[C@@H](C(=O)N[C@H](C(=O)N[C@@H](CCCCN)C1=NC(=NO1)CC1=CC=CC=C1)CC1=C(C=C(C=C1C)O)C)CCCNC(=N)N